19-((tert-butyldiphenylsilyl) oxy)-11-oxononadecanoate [Si](C1=CC=CC=C1)(C1=CC=CC=C1)(C(C)(C)C)OCCCCCCCCC(CCCCCCCCCC(=O)[O-])=O